FC=1C=C(C=CC1F)C1=NNC=C1C=1N=C2C=C(C=NC2=CC1)C=1C=NN(C1)CCO 2-[4-[6-[3-(3,4-difluorophenyl)-1H-pyrazol-4-yl]-1,5-naphthyridin-3-yl]pyrazol-1-yl]ethanol